(1-(aminomethyl)cyclopropyl)methanol NCC1(CC1)CO